[Ca+2].C(CCC)(=O)N[C@@H](CC1=CNC2=CC=CC=C12)C(=O)[O-].C(CCC)(=O)N[C@@H](CC1=CNC2=CC=CC=C12)C(=O)[O-] N-butyryl-L-tryptophan calcium salt